C(CC(O)(C(=O)O)CC(=O)O)(=O)O.C(C=1C(O)=CC=CC1)(=O)O salicylic acid citrate